tert-butyl 4-[(1r,3r)-3-(4-{4-[(2,6-dioxopiperidin-3-yl)amino]phenyl}piperazin-1-yl)cyclobutoxy]piperidine-1-carboxylate O=C1NC(CC[C@H]1NC1=CC=C(C=C1)N1CCN(CC1)C1CC(C1)OC1CCN(CC1)C(=O)OC(C)(C)C)=O